((((1S,4R)-4-(2-(benzyloxy) phenyl) cyclohexyl) oxy) methyl) pyrrolidine-1-carboxylate N1(CCCC1)C(=O)OCOC1CCC(CC1)C1=C(C=CC=C1)OCC1=CC=CC=C1